(R)-3-chloro-5-(((1-(trityloxy)henicosan-2-yl)oxy)methyl)benzonitrile ClC=1C=C(C#N)C=C(C1)CO[C@@H](COC(C1=CC=CC=C1)(C1=CC=CC=C1)C1=CC=CC=C1)CCCCCCCCCCCCCCCCCCC